C1=CC=CC=2CC(CCCCCC3=C(C21)C=CC=C3)C(=O)[O-] dibenzocycloundecane-6-carboxylate